2-AMINO-3-HYDROXY-4-METHYL-VALERIC ACID NC(C(=O)O)C(C(C)C)O